C(C)C1=C2C=CC(=CC2=CC=C1F)O 5-ethyl-6-fluoronaphth-2-ol